4-[5-[[3,3,3-trideutero-2-(trideuteromethyl)propionyl]amino]benzofuran-2-yl]pyridine-2-carboxylic acid [2H]C(C(C(=O)NC=1C=CC2=C(C=C(O2)C2=CC(=NC=C2)C(=O)O)C1)C([2H])([2H])[2H])([2H])[2H]